CC1=NC(=CC=C1)C=1C=NNC1 methyl-6-(1H-pyrazol-4-yl)pyridine